C(C)(C)(C)OC(C[C@@H](C(=O)O)O)=O (2S)-4-(tert-butoxy)-2-hydroxy-4-oxobutanoic acid